methyl 2-{5-[(1,3-benzothiazol-2-yl)amino]-1H-indol-1-yl}-1,3-thiazole-4-carboxylate S1C(=NC2=C1C=CC=C2)NC=2C=C1C=CN(C1=CC2)C=2SC=C(N2)C(=O)OC